2-[7-(8-azabicyclo[3.2.1]oct-2-en-3-yl)-5H-pyrrolo[3,2-c]pyridazin-3-yl]-5-(1H-pyrazol-4-yl)phenol hydrochloride Cl.C12C=C(CC(CC1)N2)C2=CNC1=C2N=NC(=C1)C1=C(C=C(C=C1)C=1C=NNC1)O